(2S)-2-ethynyl-4-oxo-piperidine-1-carboxylic acid tert-butyl ester C(C)(C)(C)OC(=O)N1[C@@H](CC(CC1)=O)C#C